ClC1=C(C=CC(=C1)F)C=C(C(=O)C12C3C4C5(C(C14)C2C53)C=5OC=C(N5)C(=O)OC)C(=O)OC Methyl 2-((2r,3R,4r,5S)-4-(3-(2-chloro-4-fluorophenyl)-2-(methoxycarbonyl)acryloyl)cuban-1-yl)oxazole-4-carboxylate